4-allyl-2,3,5,6-tetrafluorobenzoic acid C(C=C)C1=C(C(=C(C(=O)O)C(=C1F)F)F)F